CN(C(=O)NC1=NOC(=C1)C(C(F)(F)F)(C)C)C1CC2(CN(C2)C(=O)C2=C3N(N=C2)C=CN3C)C1 1-methyl-1-(2-(1-methyl-1H-imidazo[1,2-b]pyrazole-7-carbonyl)-2-azaspiro[3.3]heptan-6-yl)-3-(5-(1,1,1-trifluoro-2-methylpropan-2-yl)isoxazol-3-yl)urea